BrC=1C=C2C(=NC1)[C@H](CCO2)N (4S)-7-bromo-2H,3H,4H-pyrano[3,2-b]pyridin-4-amine